F[C@H]1[C@@H](CNC1)O |r| racemic-trans-4-fluoropyrrolidin-3-ol